C(C)[Si](O[Si](C)(C)C)(O[Si](O[Si](O[Si](C)(C)C)(C)CC)(C)CC)C 3,5,7-triethyl-1,1,1,3,5,7,9,9,9-nonamethylpentasiloxane